tert-butyl ((3R,6S)-1-(2-(1-(cyclopropylmethyl)-6-formyl-1H-pyrrolo[2,3-b]pyridin-2-yl)-7-methoxy-1-methyl-1H-benzo[d]imidazole-5-carbonyl)-6-methylpiperidin-3-yl)carbamate C1(CC1)CN1C(=CC=2C1=NC(=CC2)C=O)C2=NC1=C(N2C)C(=CC(=C1)C(=O)N1C[C@@H](CC[C@@H]1C)NC(OC(C)(C)C)=O)OC